NC=1C=CC(=C2CN(C(C12)=O)CC1(OC1)C(=O)N)C=1C=C2C(=NNC2=CC1)C=1CCOCC1 2-({7-amino-4-[3-(3,6-dihydro-2H-pyran-4-yl)-1H-indazol-5-yl]-1-oxo-2,3-dihydro-1H-isoindol-2-yl}methyl)oxirane-2-carboxamide